((1S)-2-((1S,3S,5S)-3-cyano-2-azabicyclo[3.1.0]hexan-2-yl)-1-((1S,3r,5S)-3-hydroxyadamantan-1-yl)-2-oxoethyl)carbamic acid tert-butyl ester C(C)(C)(C)OC(N[C@H](C(=O)N1[C@H]2C[C@H]2C[C@H]1C#N)C12CC3(C[C@@H](CC(C1)C3)C2)O)=O